FC1(CN(CC[C@H]1OC1=C2C(=NC=NC2=CC(=C1)OC)OC=1C(=C2C=C(NC2=C(C1)F)C)F)C)F |r| (R/S)-5-((3,3-difluoro-1-methylpiperidin-4-yl)oxy)-4-((4,7-difluoro-2-methyl-1H-indol-5-yl)oxy)-7-methoxyquinazoline